5-(7,8-dimethyl-[1,2,4]triazolo[1,5-a]pyridin-6-yl)-6-isopropyl-1-((1s,4s)-4-((tetrahydro-2H-pyran-4-yl)amino)cyclohexyl)-1,3-dihydro-2H-benzo[d]imidazol-2-one CC1=C(C=2N(C=C1C1=CC3=C(N(C(N3)=O)C3CCC(CC3)NC3CCOCC3)C=C1C(C)C)N=CN2)C